5-(1H-imidazol-1-yl)-N-((1r,4r)-4-((3,3,3-trifluoropropyl)amino)cyclohexyl)-1H-pyrazolo[3,4-c]pyridine-7-carboxamide N1(C=NC=C1)C=1C=C2C(=C(N1)C(=O)NC1CCC(CC1)NCCC(F)(F)F)NN=C2